BrN1C=C2C3(C(C(CC=C13)=S)C1C(NC(CC1)=O)=O)C=CC=C2 3-(5-bromo-2-thioxobenzo[c]indol-1(2H)-yl)piperidine-2,6-dione